8-(6-((2-(4-fluoropiperidin-1-yl)ethoxy)methyl)pyridin-3-yl)-1-isopropyl-3-methyl-1H-imidazo[4,5-c]cinnolin-2(3H)-one FC1CCN(CC1)CCOCC1=CC=C(C=N1)C1=CC=2C3=C(N=NC2C=C1)N(C(N3C(C)C)=O)C